3-[[4-[2,6-Bis(trideuteriomethyl)phenyl]-6-chloro-pyrimidin-2-yl]sulfamoyl]benzoic acid [2H]C(C1=C(C(=CC=C1)C([2H])([2H])[2H])C1=NC(=NC(=C1)Cl)NS(=O)(=O)C=1C=C(C(=O)O)C=CC1)([2H])[2H]